bithiopheneacrylonitrile S1C(=C(C=C1)C=CC#N)C=1SC=CC1